2-fluoro-N-[1-(2-hydroxy-2-methylpropyl)-3-(2-isopropylphenyl)-6-oxo-1,6-dihydro-4-pyridazinyl]-6-methoxy-3-(trifluoromethyl)benzamide FC1=C(C(=O)NC=2C(=NN(C(C2)=O)CC(C)(C)O)C2=C(C=CC=C2)C(C)C)C(=CC=C1C(F)(F)F)OC